C(C)(C)N1CCC(CC1)C1=C(N=C(S1)C1=NNC(=C1CC(F)(F)F)C=1C=C(C=2N(C1)N=CN2)OC)C 5-(1-isopropylpiperidin-4-yl)-2-(5-(8-methoxy-[1,2,4]triazolo[1,5-a]pyridin-6-yl)-4-(2,2,2-trifluoroethyl)-1H-pyrazol-3-yl)-4-methylthiazole